FC1=C(OC2=CC=C(C=C2)C2=NN(C3=CN=CC=C32)[C@H]3CN(CC3)C(C=C)=O)C=CC=C1OC (R)-1-(3-(3-(4-(2-fluoro-3-methoxyphenoxy)phenyl)-1H-pyrazolo[3,4-c]pyridin-1-yl)pyrrolidin-1-yl)prop-2-en-1-one